BrC1=CC(=C(OCCC(=O)O)C=C1OC(F)(F)F)C=1OC2=C(C=CC=C2C(C1)=O)Cl 3-[4-bromo-2-(8-chloro-4-oxo-chromen-2-yl)-5-(trifluoromethoxy)phenoxy]propanoic acid